O1C=2C(OCC1COCCC(S(=O)(=O)[O-])CC)=CSC2.[Na+] Sodium 3-[(2,3-dihydrothieno[3,4-b]-[1,4]dioxin-2-yl) methoxy]-1-ethyl-1-propanesulfonate